4-methoxy-7-methyl-1-phenylpyrido-[2,3-d]pyrimidin-2(1H)-one COC=1C2=C(N(C(N1)=O)C1=CC=CC=C1)N=C(C=C2)C